OC=1C=C(C=CC1)P(O)(O)=O (3-Hydroxyphenyl)phosphonic acid